C(C1=CC=CC=C1)N1C2=C(O[C@H](C1=O)C)N=C(C(=C2)C(F)(F)F)NC(=O)NC(C)(C)C 1-[(3S)-1-benzyl-3-methyl-2-oxo-7-(trifluoromethyl)-3H-pyrido[2,3-b][1,4]oxazin-6-yl]-3-tert-butylurea